2-((4-amino-6-chloro-5-methylpyridazin-3-yl)amino)-8-azabicyclo[3.2.1]octane-8-carboxylate NC1=C(N=NC(=C1C)Cl)NC1C2CCC(CC1)N2C(=O)[O-]